(1r,3r)-N-(4-bromo-2-fluoro-6-(isopropylamino)phenyl)-3-fluorocyclobutane-1-carboxamide BrC1=CC(=C(C(=C1)NC(C)C)NC(=O)C1CC(C1)F)F